C(CC)C(CCN)CCCCCN 3-propyl-1,8-octanediamine